OC(C(=O)OC(CCCCCCC)=O)CCC octanoyl hydroxyvalerate